FC1([C@H]2[C@@H](N(C1)C(=O)OC(C)(C)C)CCN2CCO)F (cis)-tert-Butyl 3,3-difluoro-4-(2-hydroxyethyl)hexahydropyrrolo[3,2-b]pyrrole-1(2H)-carboxylate